C(C)OC(C1=NC=CC=C1Br)C1=NC=CC=C1Br (ethoxymethylene)bis(3-bromopyridine)